3-ethyl-N-{[3-(4-{[(3S,4R)-3-fluoro-1-methylpiperidin-4-yl]amino}-1-(2,2,2-trifluoroethyl)-1H-indol-2-yl)-1,2,4-oxadiazol-5-yl]methyl}-1,2-oxazole-5-carboxamide C(C)C1=NOC(=C1)C(=O)NCC1=NC(=NO1)C=1N(C2=CC=CC(=C2C1)N[C@H]1[C@H](CN(CC1)C)F)CC(F)(F)F